C(C)C(C(=O)OCCOCCOCCOCCOC(C(CC)CC)=O)CC tetraethylene glycol di(2-ethyl butyrate)